3-(4-Cyclobutoxy-3-fluorophenylmethyl)-1-(4-fluorophenylmethyl)-1-((1-methylpiperidin-4-yl)methyl)urea C1(CCC1)OC1=C(C=C(C=C1)CNC(N(CC1CCN(CC1)C)CC1=CC=C(C=C1)F)=O)F